CN1N=CC2=CC=CC(=C12)C(C#N)=C1CCN(CC1)C(=O)N1CC=2N(CC1)C=NC2 2-(1-methyl-1H-indazol-7-yl)-2-(1-(5,6,7,8-tetrahydroimidazo[1,5-a]pyrazin-7-carbonyl)piperidin-4-ylidene)acetonitrile